(R or S)-3-(6-chloro-2-(3-(dimethylamino)azetidin-1-yl)-8-fluoro-7-(3-hydroxynaphthalen-1-yl)quinazolin-4-yl)azetidin-3-carboxamide bistrifluoroacetate FC(C(=O)O)(F)F.FC(C(=O)O)(F)F.ClC=1C=C2C(=NC(=NC2=C(C1C1=CC(=CC2=CC=CC=C12)O)F)N1CC(C1)N(C)C)C1(CNC1)C(=O)N